7-chloro-5-(4-(3,3-difluoro-azetidine-1-carbonyl)phenyl)benzofuran ClC1=CC(=CC=2C=COC21)C2=CC=C(C=C2)C(=O)N2CC(C2)(F)F